N[C@H](C(=O)O)CNC(CC1=CC=C(C=C1)OC(C1=CC=CC=C1)C1=CC=CC=C1)=O (S)-2-amino-3-(2-(4-(benzhydryloxy)phenyl)acetamido)propanoic acid